C1=CC2=C(C=3C=CC=CC13)C=1C(=CC=C3C=CC=CC13)OP(O2)N(C(C)C2=CC=CC=C2)C(C)C2=CC=CC=C2 (+)-(3,5-dioxa-4-phosphacyclohepta[2,1-a:3,4-a']dinaphthalene-4-yl)bis(1-phenylethyl)amine